3-(2-(1H-tetrazol-5-yl)phenylaminocarbonyl)-2,5-dihydroxybenzoic acid N1N=NN=C1C1=C(C=CC=C1)NC(=O)C=1C(=C(C(=O)O)C=C(C1)O)O